C(C1=CC=CC=C1)OC(=O)N[C@H](C(=O)OC(C)(C)C)CNC(C(=O)OC(C)(C)C)=O (S)-tert-butyl 2-(((benzyloxy)carbonyl)amino)-3-(2-(tert-butoxy)-2-oxoacetamido)propanoate